tert-butyl 1-({N-[(benzyloxy)carbonyl]glycyl}amino)-3,6,9,12-tetraoxapentadecane-15-oate C(C1=CC=CC=C1)OC(=O)NCC(=O)NCCOCCOCCOCCOCCC(=O)OC(C)(C)C